2-[4-({N-[(4-chlorophenyl)methyl]carbamoyl}amino)phenyl]-N-(2-hydroxyethyl)acetamide ClC1=CC=C(C=C1)CNC(=O)NC1=CC=C(C=C1)CC(=O)NCCO